(1-(2,2-difluoro-2-(4-((4-fluoro-3-methylphenyl)carbamoyl)-1-methyl-1H-pyrrol-2-yl)acetyl)piperidin-4-yl)boronic acid FC(C(=O)N1CCC(CC1)B(O)O)(C=1N(C=C(C1)C(NC1=CC(=C(C=C1)F)C)=O)C)F